C(C)(C)[C@H]1CC[C@H](CC1)N(C(C1=CC(C(=O)N)=CC(=C1)NC(=O)[C@@H]1CC[C@@H](CC1)C(C)(C)CC)=O)[C@@H]1CC[C@@H](CC1)C(C)C N,N-bis(cis-4-isopropylcyclohexyl)-5-(cis-4-tert-pentylcyclohexylcarbonylamino)-isophthalamide